lithium bis(3,5-di-tert-butylphenyl)phosphine C(C)(C)(C)C=1C=C(C=C(C1)C(C)(C)C)PC1=CC(=CC(=C1)C(C)(C)C)C(C)(C)C.[Li]